tert-butyl 4-(3-(3-chloro-4-((3-methoxypropyl)(methyl)carbamoyl)phenylamino)azetidin-1-yl)piperidine-1-carboxylate ClC=1C=C(C=CC1C(N(C)CCCOC)=O)NC1CN(C1)C1CCN(CC1)C(=O)OC(C)(C)C